C12(CC(C1)(C2)N)N bicyclo[1.1.1]pentane-1,3-diamine